[Si]([O-])([O-])([O-])[O-].[Mn+2].[Mg+2] Magnesium manganese silicate